BrC1=CC=C(C=C1)C1N(N=CC1)C(CC)=O 3-(4-bromophenyl)-2-propanoyl-3,4-dihydropyrazol